ClCC=1C=C(C=NC1)N1C(NC(CC1)=O)=O 1-(5-(chloromethyl)pyridin-3-yl)dihydropyrimidine-2,4(1H,3H)-dione